((2S,5S)-1-(Bis(4-fluorophenyl)methyl)-5-methylpiperazin-2-yl)ethan-1-ol hydrochloride Cl.FC1=CC=C(C=C1)C(N1[C@@H](CN[C@H](C1)C)C(C)O)C1=CC=C(C=C1)F